C(C1=CC=CC=C1)OC(=O)NC1CC2(C1)CCN(CC2)CC2CCN(CC2)C(=O)OC(C)(C)C tert-butyl 4-((2-(((benzyloxy)carbonyl)amino)-7-azaspiro[3.5]nonan-7-yl)methyl)piperidine-1-carboxylate